FC=1C=C(OCC2[C@H]3CN(C[C@@H]23)C(CC=2C(N(N=CC2)C2=CC=CC=C2)=O)=O)C=C(C1)F 4-(2-((1R,5S,6r)-6-((3,5-difluorophenoxy)methyl)-3-azabicyclo[3.1.0]hexane-3-yl)-2-oxoethyl)-2-phenylpyridazin-3(2H)-one